O1[C@H](COCC1)CNC1=C(C=C(C=C1[N+](=O)[O-])S(=O)(=O)N(CC1=CC=C(C=C1)OC)CC1=CC=C(C=C1)OC)O (S)-4-(((1,4-dioxan-2-yl)methyl)amino)-3-hydroxy-N,N-bis(4-methoxybenzyl)-5-nitrobenzenesulfonamide